N1(CCCCC1)C(=O)Cl 1-piperidinecarbonyl chloride